ClC1=CC=C2C=CC(=NC2=C1)C1=CC(=C(C=C1)OC)OC 7-chloro-2-(3,4-dimethoxyphenyl)quinoline